Rel-(2s,4s,5s)-4-cyano-5-(6-methoxypyridin-3-yl)-4-methylpyrrolidine-2-carboxylic acid ethyl ester C(C)OC(=O)[C@H]1N[C@H]([C@@](C1)(C)C#N)C=1C=NC(=CC1)OC |o1:5,7,8|